t-butyl peroxyneoheptanoate C(CCC(C)(C)C)(=O)OOC(C)(C)C